benzyl 6-ethoxyphosphonohexanoate C(C)OOP(=O)(O)CCCCCC(=O)OCC1=CC=CC=C1